BrC=1C(=C(C=CC1)C=1C(=C(C=CC1)NC(=O)C1=NN2C(C(CCC2)NCC(=O)OC)=C1)Cl)Cl methyl 2-[[2-[[3-(3-bromo-2-chloro-phenyl)-2-chloro-phenyl]carbamoyl]-4,5,6,7-tetrahydropyrazolo[1,5-a]pyridin-4-yl]amino]acetate